Methyl 4-(2,3-dihydro-1,4-benzodioxin-6-yl)-2,4-dioxobutanoate O1CCOC2=C1C=CC(=C2)C(CC(C(=O)OC)=O)=O